3-(2-Aminopyridin-4-yl)pyrrolidine-1-carboxylic acid tert-butyl ester C(C)(C)(C)OC(=O)N1CC(CC1)C1=CC(=NC=C1)N